4-chloro-3-methoxyaniline ClC1=C(C=C(N)C=C1)OC